(R)-hexan-2-yl (1-methyl-4-(6-methyl-5-(methyl-sulfonamido)pyridin-2-yl)-1H-1,2,3-triazol-5-yl)carbamate CN1N=NC(=C1NC(O[C@H](C)CCCC)=O)C1=NC(=C(C=C1)NS(=O)(=O)C)C